CC1(OC2=C(C1)C=CC=C2OCC(=O)NN)C 2-((2,2-dimethyl-2,3-dihydrobenzofuran-7-yl)oxy)acethydrazide